C(C)N1N=NC2=C1C=CC(=C2C)[C@H](CC(=O)OC)C2=CC=C1CCNCC1=C2 methyl (3R)-3-(1-ethyl-4-methyl-benzotriazol-5-yl)-3-(1,2,3,4-tetrahydroisoquinolin-7-yl)propanoate